C(CCCCCCC\C=C/CCCCCCCC)N(CCCCCCCC\C=C/CCCCCCCC)CCCCCCCC\C=C/CCCCCCCC tri-oleyl-amine